N-tritylpyrazin-2-amine C(C1=CC=CC=C1)(C1=CC=CC=C1)(C1=CC=CC=C1)NC1=NC=CN=C1